((6-prop-1-ynyl-3-pyridinyl) oxy) azetidine-1-carboxylate N1(CCC1)C(=O)OOC=1C=NC(=CC1)C#CC